(S)-2-(1-cyclopropyl-3-methyl-7-oxo-1,7-dihydro-6H-pyrazolo[3,4-d]pyridazin-6-yl)-N-(1-(p-tolyl)ethyl)acetamide C1(CC1)N1N=C(C2=C1C(N(N=C2)CC(=O)N[C@@H](C)C2=CC=C(C=C2)C)=O)C